C1N2CN3CN1CN(C2)C3 naphthamine